ClC1=C2C=C(N(C2=CC=C1Cl)C=1C=NN(C1)C1OCCCC1)C(=O)O 4,5-dichloro-1-(1-(tetrahydro-2H-pyran-2-yl)-1H-pyrazol-4-yl)-1H-indole-2-carboxylic acid